C(CCCCCCN)N 1,7-heptanediamine